ethyl 2-(dimethylaminomethylene)-3-oxobutyrate CN(C)C=C(C(=O)OCC)C(C)=O